ClC1=NC=C(C(=N1)NC=1C=C2C(CNC(C2=CC1)=O)CC)F 6-[(2-chloro-5-fluoro-pyrimidin-4-yl)amino]-4-ethyl-3,4-dihydro-2H-isoquinolin-1-one